8-(3-benzo[d]isothiazolyl)-5,8-diazaspiro[4.5]decan-5-ium bromide [Br-].S1N=C(C2=C1C=CC=C2)N2CC[N+]1(CCCC1)CC2